[4-[[(4-fluorophenyl)amino]methyl]-1H-1,2,3-triazol-1-yl]benzamide FC1=CC=C(C=C1)NCC=1N=NN(C1)C1=C(C(=O)N)C=CC=C1